O1CCN(CC1)C=1C2=C(N=CN1)N(C(=C2)C2=CC=C(C=C2)NS(=O)(=O)CC=2C=C(C=CC2)N2C[C@H](CC2)NC(OC(C)(C)C)=O)COCC[Si](C)(C)C tert-butyl (S)-(1-(3-((N-(4-(4-morpholino-7-((2-(trimethylsilyl)ethoxy)methyl)-7H-pyrrolo[2,3-d]pyrimidin-6-yl)phenyl)sulfamoyl)methyl)phenyl)pyrrolidin-3-yl)carbamate